FC(OC=1C=C(OC2=NC=C(C=N2)C=2C=C(C=NC2)NC2CN(C2)C(C=C)=O)C=CC1F)F 1-[3-[[5-[2-[3-(difluoromethoxy)-4-fluoro-phenoxy]pyrimidin-5-yl]-3-pyridyl]amino]azetidin-1-yl]prop-2-en-1-one